N-[[1-(Azetidin-3-ylmethyl)-1-methyl-piperidin-1-ium-4-yl]methyl]-4-[[3-(2,3-difluoro-4-methoxy-phenyl)imidazo[1,2-a]pyrazin-8-yl]amino]-2-ethyl-benzamide N1CC(C1)C[N+]1(CCC(CC1)CNC(C1=C(C=C(C=C1)NC=1C=2N(C=CN1)C(=CN2)C2=C(C(=C(C=C2)OC)F)F)CC)=O)C